[1,3]oxazolo[4,5-c]pyridin-4-one O1CN=C2C(N=CC=C21)=O